2-(Dimethylamino)-1-(4-((3-isopropyl-2-(2-methylpyridin-4-yl)-1H-indol-5-yl)oxy)piperidin-1-yl)ethan-1-on CN(CC(=O)N1CCC(CC1)OC=1C=C2C(=C(NC2=CC1)C1=CC(=NC=C1)C)C(C)C)C